benzyl (S)-4-(5-(6-bromo-3-ethyl-1H-indol-2-yl)-6-(1-methoxyethyl)pyridin-3-yl)piperazine-1-carboxylate BrC1=CC=C2C(=C(NC2=C1)C=1C=C(C=NC1[C@H](C)OC)N1CCN(CC1)C(=O)OCC1=CC=CC=C1)CC